4-(2,6-diazaspiro[3.5]nonan-2-yl)butyl 6-(5-(6-methylpyridin-2-yl)-1H-imidazol-4-yl)quinoline-3-carboxylate CC1=CC=CC(=N1)C1=C(N=CN1)C=1C=C2C=C(C=NC2=CC1)C(=O)OCCCCN1CC2(C1)CNCCC2